NC1=C(NC)C=C(C=C1C)[N+](=O)[O-] 2-amino-N,3-dimethyl-5-nitroaniline